C(C)(C)(C)OC(=O)N1C[C@H](CC1)N1N=C(C(=C1NCCOC)C#N)Br (3S)-3-[3-bromo-4-cyano-5-[(2-methoxyethyl)amino]pyrazol-1-yl]pyrrolidine-1-carboxylic acid tert-butyl ester